C(C1=CC=CC=C1)C=1C=NC(=NC1)N1C(CN(CC1)C=1C=NN2C1C=CC(=C2)C=2C=NN(C2)C)=O (5-Benzylpyrimidin-2-yl)-4-(6-(1-methyl-1H-pyrazol-4-yl)pyrazolo[1,5-a]pyridin-3-yl)piperazin-2-one